FC1=C(C=CC(=C1)F)CS(=O)(=O)NC1=C(C(=C(C=C1F)OC1=NC=CC=C1C1=NC(=NC=C1)N[C@@H]1CNC[C@@](C1)(C)F)F)F 1-(2,4-difluorophenyl)-N-(2,3,6-trifluoro-4-((3-(2-(((3S,5S)-5-fluoro-5-methylpiperidin-3-yl)amino)pyrimidin-4-yl)pyridin-2-yl)oxy)phenyl)methanesulfonamide